(S,E)-2-(1-hydroxycyclopentyl)-N-(4-(methylsulfonyl)but-3-en-2-yl)-4-phenoxypyrimidine-5-carboxamide OC1(CCCC1)C1=NC=C(C(=N1)OC1=CC=CC=C1)C(=O)N[C@@H](C)\C=C\S(=O)(=O)C